OC1(CC=2N(CC1)N=NC2)C(=O)O 5-hydroxy-4,5,6,7-tetrahydro-[1,2,3]triazolo[1,5-a]pyridine-5-carboxylic acid